ClC1=CC=2N=C(N=CC2C(=N1)N(C)C)SC 7-chloro-N,N-dimethyl-2-(methylsulfanyl)pyrido[4,3-d]pyrimidin-5-amine